CC1=C(C=CC=C1C)N1CCN(CC1)C(CN1N=C(C2=C1CCC2)C(=O)N2CCC1(CCOC1=O)CC2)=O 8-(1-{2-[4-(2,3-Dimethylphenyl)piperazin-1-yl]-2-oxoethyl}-1,4,5,6-tetrahydrocyclopenta[c]pyrazol-3-carbonyl)-2-oxa-8-azaspiro[4.5]decan-1-on